O-butyl-N,N'-dicyclohexyl-isourea CCCCOC(=NC1CCCCC1)NC2CCCCC2